5-((S)-2,3-dihydro-1H-inden-1-yl)-N-((S)-5-methyl-4-oxo-2,3,4,5-tetrahydropyrido[3,2-b][1,4]oxazepin-3-yl)-4H-1,2,4-triazole-3-carboxamide [C@@H]1(CCC2=CC=CC=C12)C=1NC(=NN1)C(=O)N[C@@H]1C(N(C2=C(OC1)C=CC=N2)C)=O